BrC1=C(SC=C1)C1=CC=C(C=C1)OC 3-bromo-2-(4-methoxyphenyl)thiophene